C(C)C1=C(C2=C(C=3C(=C(C(=C(C4=C(C(C(N4CC)C=C4C=CC(C=C1N2)=N4)=O)CC)CC)N3)CC)CC)CC)CC octaethylporphyrin-one